C(CCC)N(CCCCCCCCO)CCCC N,N-dibutyl-8-amino-1-octanol